2,2'-(2,4-bis(4-fluorophenyl)cyclobutene-1,3-diyl)bis(benzo[d]oxazole) FC1=CC=C(C=C1)C1=C(C(C1C=1OC2=C(N1)C=CC=C2)C2=CC=C(C=C2)F)C=2OC1=C(N2)C=CC=C1